C(CCCCCCCCCCC)OP(OCCCCCCCCCCCC)OCCCCCCCCCCCC phosphorous acid tri(n-dodecyl) ester